N-(4-methyl-3-((3-(8-methyl-9-(tetrahydro-2H-pyran-2-yl)-9H-purin-6-yl)pyridin-2-yl)amino)phenyl)-4-(trifluoromethyl)picolinamide CC1=C(C=C(C=C1)NC(C1=NC=CC(=C1)C(F)(F)F)=O)NC1=NC=CC=C1C1=C2N=C(N(C2=NC=N1)C1OCCCC1)C